3-chloro-azidobenzoic acid ClC=1C(=C(C(=O)O)C=CC1)N=[N+]=[N-]